pyrido[3,2-e]pyrazine-2-carboxylic acid methyl ester COC(=O)C=1C=NC2=C(N1)C=CC=N2